C(C)C1=CC=C(C=C1)C(/C=C/C1=CC=C(O1)C=1C=CC(=C(C(=O)[O-])C1)O)=O (E)-5-(5-(3-(4-Ethylphenyl)-3-oxoprop-1-en-1-yl)furan-2-yl)-2-hydroxybenzoate